(4-bromophenyl)-5-methoxy-1,3-dihydrospiro[indene-2,3'-pyrrolidin]-2'-one BrC1=CC=C(C=C1)N1C(C2(CC1)CC1=CC=C(C=C1C2)OC)=O